N-(1-benzyl-4-(2,5-dichloropyridin-4-yl)piperidin-4-yl)-4-(trifluoromethoxy)benzenesulfonamide C(C1=CC=CC=C1)N1CCC(CC1)(C1=CC(=NC=C1Cl)Cl)NS(=O)(=O)C1=CC=C(C=C1)OC(F)(F)F